1-(9Z-heptadecenoyl)-2-(9Z-pentadecenoyl)-glycero-3-phosphocholine CCCCCCC/C=C\CCCCCCCC(=O)OC[C@H](COP(=O)([O-])OCC[N+](C)(C)C)OC(=O)CCCCCCC/C=C\CCCCC